tert-butyl 4-(4-{[7-(4-cyclopentyl-2-oxo-1,3-oxazolidin-3-yl)-5-[2-(triisopropylsilyl) ethynyl]pyrido[2,3-d]pyrimidin-2-yl]amino}phenyl)piperazine-1-carboxylate C1(CCCC1)C1N(C(OC1)=O)C=1C=C(C2=C(N=C(N=C2)NC2=CC=C(C=C2)N2CCN(CC2)C(=O)OC(C)(C)C)N1)C#C[Si](C(C)C)(C(C)C)C(C)C